BrC=1C(=NN2C1C(OC(C2([2H])[2H])(C([2H])([2H])[2H])C([2H])([2H])[2H])([2H])[2H])C2=NC=C(C=C2)F 3-bromo-2-(5-fluoropyridin-2-yl)-6,6-bis(methyl-d3)-6,7-dihydro-4H-pyrazolo[5,1-c][1,4]oxazine-4,4,7,7-d4